2,4-Dichloro-benzotrifluoride ClC1=C(C=CC(=C1)Cl)C(F)(F)F